6-(2,4-difluorophenoxy)-2-((1-methyl-1H-pyrazol-4-yl)amino)pyrido[2,3-d]pyrimidin-7(8H)-one FC1=C(OC2=CC3=C(N=C(N=C3)NC=3C=NN(C3)C)NC2=O)C=CC(=C1)F